acryloyloxyethylnaphthalen C(C=C)(=O)OCCC1=CC=CC2=CC=CC=C12